N-(quinolin-8-yl)-1H-pyrazol-4-sulfonamide N1=CC=CC2=CC=CC(=C12)NS(=O)(=O)C=1C=NNC1